CN(CCC1=CC(=NC=2NCCCC12)CCCCCO[C@H]1CNCC1)C (R)-N,N-dimethyl-2-(2-(5-(pyrrolidin-3-yloxy)pentyl)-5,6,7,8-tetrahydro-1,8-naphthyridin-4-yl)ethan-1-amine